C(C1=CC=CC=C1)OCC1=C(N)C=CC=C1 2-((benzyloxy)methyl)aniline